6,6'-dichlorophenyl-2,2'-bipyrazine ClC1=CC=CC=C1C=1C(=NC=CN1)C1=NC(=CN=C1)Cl